CC1=CC=C(C=C1)CN1C(C(CC1=O)C1=CC=CC=C1)CC(=O)NS(=O)(=O)C 2-[1-[(4-methylphenyl)methyl]-5-oxo-3-phenylpyrrolidin-2-yl]-N-methylsulfonylacetamid